((1R,2R,3S,4R)-4-amino-2,3-bis((t-butyldimethylsilyl)oxy)cyclopentyl)methanol N[C@H]1[C@@H]([C@@H]([C@H](C1)CO)O[Si](C)(C)C(C)(C)C)O[Si](C)(C)C(C)(C)C